C1=NC=CC2=CC=CC(=C12)C=1C(N(C(C1)=O)CC1CCOCC1)=O 3-(isoquinolin-8-yl)-1-((tetrahydro-2H-pyran-4-yl)methyl)-1H-pyrrole-2,5-dione